NC1=C(C=C2C(=N1)C(=C(N2)C(=O)N([C@@H]2CCCC=1C=CC=NC21)CC2=NC=C(C=C2)C2=C(C=CC=C2F)F)F)C (R)-5-amino-N-((5-(2,6-difluorophenyl)pyridin-2-yl)methyl)-3-fluoro-6-methyl-N-(5,6,7,8-tetrahydroquinolin-8-yl)-1H-pyrrolo[3,2-b]pyridine-2-carboxamide